NC(C(=O)O)CCCC(C)N 2,6-diaminoheptanoic acid